N-hydroxy-3-oxo-4-(quinolin-6-ylmethyl)-3,4-dihydro-2H-benzo[b][1,4]oxazine-6-carboxamide ONC(=O)C1=CC2=C(OCC(N2CC=2C=C3C=CC=NC3=CC2)=O)C=C1